methyl 3-chloro-5-(2,4-dioxo-1,3-diazinan-1-yl)-4-methylbenzoate ClC=1C=C(C(=O)OC)C=C(C1C)N1C(NC(CC1)=O)=O